2'-ethyl-4-(1-(5-fluoropyridyl-formyl)pyrrolidin-3-yl)biphenyl-3-carboxamide C(C)C1=C(C=CC=C1)C1=CC(=C(C=C1)C1CN(CC1)C(=O)C1=NC=C(C=C1)F)C(=O)N